CC1(CC1)C1=CC=C(C=C1)NC(OC(C)(C)C)=O tert-butyl (4-(1-methylcyclopropyl)phenyl)carbamate